C[C@@]1(NCCCC1)C(=O)O (2S)-2-methyl-2-piperidinecarboxylic acid